N[C@H]1CN(CCC1)CC1=CC(=NC=C1)C(=O)NC1=CC=C(C=C1)C1=CC2=C(N=CN=C2N2CCC2)N1 (R)-4-((3-aminopiperidin-1-yl)methyl)-N-(4-(4-(azetidin-1-yl)-7H-pyrrolo[2,3-d]pyrimidin-6-yl)phenyl)picolinamide